CN1[C@H]2CN([C@@H](C1)C2)C2=CC=CC=1NC=NC12 4-((1R,4R)-5-methyl-2,5-diazabicyclo[2.2.1]Hept-2-yl)-1H-benzo[d]Imidazole